2,4-difluoro-3-(triethylsilyl)benzoic acid FC1=C(C(=O)O)C=CC(=C1[Si](CC)(CC)CC)F